3-ethoxy-4-(((1R,2S,5R)-5-(isopropyl(methyl)amino)-2-((S)-2-oxo-3-((6-(trifluoromethyl)quinazolin-4-yl)amino)pyrrolidin-1-yl)cyclohexyl)amino)cyclobut-3-ene-1,2-dione C(C)OC=1C(C(C1N[C@H]1[C@H](CC[C@H](C1)N(C)C(C)C)N1C([C@H](CC1)NC1=NC=NC2=CC=C(C=C12)C(F)(F)F)=O)=O)=O